(R)-4-chloro-2-(1-((2-cyclopropyl-4-methyloxazol-5-yl)sulfonyl)piperidin-4-yl)-5-(((3-fluorotetrahydro-2H-pyran-3-yl)methyl)amino)pyridazin-3(2H)-one ClC=1C(N(N=CC1NC[C@]1(COCCC1)F)C1CCN(CC1)S(=O)(=O)C1=C(N=C(O1)C1CC1)C)=O